acryloyloxy-hexyl-trimethoxysilane C(C=C)(=O)OCO[Si](OC)(OC)CCCCCC